trans-5-(4-hydroxycyclohexyl)-3-(isobutylamino)-8-((4-methylpiperazin-1-yl)methyl)pyrimido[4,5-c]isoquinolin-6(5H)-one O[C@@H]1CC[C@H](CC1)N1C(C=2C=C(C=CC2C2=C1N=C(N=C2)NCC(C)C)CN2CCN(CC2)C)=O